OC1(COC1)C1=CC=C(C=C1)C(=O)N1CCC(CC1)CC=1SC2=C(N1)C=CC(=C2)C(F)(F)F (4-(3-hydroxyoxetan-3-yl)phenyl)(4-((6-(trifluoromethyl)benzo[d]thiazol-2-yl)methyl)piperidin-1-yl)methanone